OCC1CCC(CC1)N1C(C2=CC(=C(C=C2C1)NC(=O)C1=NC(=CC=C1)C(F)(F)F)N1[C@@H]2CO[C@H](C1)C2)=O N-[2-[4-(hydroxymethyl)cyclohexyl]-6-[(1S,4S)-2-oxa-5-azabicyclo[2.2.1]heptan-5-yl]-1-oxo-isoindolin-5-yl]-6-(trifluoromethyl)pyridine-2-carboxamide